benzil semicarbazone C1(=CC=CC=C1)C(C(=O)C1=CC=CC=C1)=NNC(=O)N